2-([1,1'-biphenyl]-4-yl)-3-fluoro-1-phenyl-1H-pyrrole C1(=CC=C(C=C1)C=1N(C=CC1F)C1=CC=CC=C1)C1=CC=CC=C1